2-(8-(3,5-Difluorobenzyl)imidazo[1,2-a]pyrazin-6-yl)-5-fluoropyrimidin-4-ol FC=1C=C(CC=2C=3N(C=C(N2)C2=NC=C(C(=N2)O)F)C=CN3)C=C(C1)F